FC=1C(=C(C#N)C=CC1)C1=CC(=C2C(=N1)CNC2=O)N2N=C(C=C2)N2C([C@H](CC2)O)(C)C (S)-3-fluoro-2-(4-(3-(3-hydroxy-2,2-dimethylpyrrolidin-1-yl)-1H-pyrazol-1-yl)-5-oxo-6,7-dihydro-5H-pyrrolo[3,4-b]pyridin-2-yl)benzonitrile